C(C=C)(=O)OCCCCCCCCOC1=CC=C(C(=O)O)C=C1 4-((8-(acryloyloxy)octyl)oxy)benzoic acid